COC1=C(C=C(C(=O)O)C=C1)S(NC1=NOC2=C1C(=CC(=C2)CN2N=CC(=C2)CNC(CC)=O)OC)(=O)=O 4-methoxy-3-(N-(4-methoxy-6-((4-(propionamidomethyl)-1H-pyrazol-1-yl)methyl)benzo[d]isoxazol-3-yl)sulfamoyl)benzoic acid